(R)-3-(4-((4-((S)-2-acetoxy-3-chloropropoxy)phenyl) sulfonyl)phenoxy)propane-1,2-diyl diacetate C(C)(=O)OC[C@@H](COC1=CC=C(C=C1)S(=O)(=O)C1=CC=C(C=C1)OC[C@@H](CCl)OC(C)=O)OC(C)=O